ClC1=NN2C(N=C(C=C2)N2[C@H](C[C@H](C2)F)C2=C(C=CC(=C2)F)F)=C1NC(=S)NC1C(C1)(F)F 1-(2-chloro-5-((2R,4R)-2-(2,5-difluorophenyl)-4-fluoropyrrolidin-1-yl)pyrazolo[1,5-a]pyrimidin-3-yl)-3-(2,2-difluorocyclopropyl)thiourea